BrC1=C(C=C(C=C1)N1C(O[C@H](C1)CO)=O)F (R)-3-(4-bromo-3-fluorophenyl)-5-methyloloxazolidin-2-one